2-(4-fluorophenyl)-7-hydroxy-8-(5-methyl-2-(prop-1-en-2-yl)phenyl)-2-(2-oxopropyl)-5-pentyl-4H-benzo[d][1,3]dioxin-4-one FC1=CC=C(C=C1)C1(OC(C2=C(O1)C(=C(C=C2CCCCC)O)C2=C(C=CC(=C2)C)C(=C)C)=O)CC(C)=O